C(=CCCCCCCCCCCCCCCCC)N1C(=C(C(C2=C(C=C(C=C12)OCC1=CC=CC=C1)OCC1=CC=CC=C1)=O)OCC1=CC=CC=C1)C1=CC=CC=C1 N-octadecenyl-2-phenyl-3,5,7-tribenzyloxyquinolin-4-one